F[C@@H]1[C@@H](C1)NC(=O)C1=CN=C2N1N=C(C=C2NC([2H])([2H])[2H])NC=2C(N(C=CC2)C2=NC=CC=C2C)=C=O N-((1R,2S)-2-fluorocyclopropyl)-6-((3'-methyl-2-carbonyl-2H-[1,2'-bipyridin]-3-yl)amino)-8-((methyl-d3)amino)imidazo[1,2-b]pyridazine-3-carboxamide